ClC=1C=C(C=C(C1)Cl)C1=NC(=CC(=C1)CN1C[C@@H]2C([C@@H]2C1)NC(C)=O)OC=1C=NC(=NC1)N1CCN(CCC1)C N-((1R,5S,6r)-3-((2-(3,5-dichloro-phenyl)-6-((2-(4-methyl-1,4-diazepan-1-yl)pyrimidin-5-yl)oxy)pyridin-4-yl)methyl)-3-azabicyclo[3.1.0]hexan-6-yl)acetamide